FC(C(C(C(C(C(F)(F)F)(F)F)(F)F)(F)F)(F)F)(F)C1OCOC1 4-(1,1,2,2,3,3,4,4,5,5,6,6,6-tridecafluorohexyl)-1,3-Dioxolan